{[6-{(1S)-1-[(2-amino-6-fluoroquinolin-3-yl)oxy]ethyl}-5-(1H-pyrazol-1-yl)pyridin-2-yl]oxy}acetic acid NC1=NC2=CC=C(C=C2C=C1O[C@@H](C)C1=C(C=CC(=N1)OCC(=O)O)N1N=CC=C1)F